1-bromo-5-(1-chloro-2-methoxyethyl)-4,6,7,8-tetrahydro-3H-9-oxa-2-thia-4-azabenzo[cd]azulen-3-one BrC=1SC2=C3C(CCCOC13)=C(NC2=O)C(COC)Cl